trans-1-(4-chlorostyryl)-3-methoxybenzene ClC1=CC=C(/C=C/C2=CC(=CC=C2)OC)C=C1